2,6-dimethoxybenzoyl-phosphine oxide COC1=C(C(=O)[PH2]=O)C(=CC=C1)OC